C(C)(C)(C)C1=CC=C(C=C)C=C1 para-tertbutyl-styrene